2-(4-(4-(aminomethyl)-1-oxo-1,2-dihydro-phthalazin-6-yl)-1-methyl-1H-pyrazol-5-yl)-2,3-dihydro-1H-benzo[e]isoindol-1-one NCC1=NNC(C2=CC=C(C=C12)C=1C=NN(C1N1CC=2C=CC3=C(C2C1=O)C=CC=C3)C)=O